N-((1R,2R,4S)-7-cyano-7-azabicyclo[2.2.1]heptan-2-yl)-4-(1-ethyl-1H-pyrazol-4-yl)-3-(2-methylpropoxy)benzamide C(#N)N1[C@H]2[C@@H](C[C@@H]1CC2)NC(C2=CC(=C(C=C2)C=2C=NN(C2)CC)OCC(C)C)=O